FC1=C2C(=C(N(C2=CC(=C1)F)S(=O)(=O)C1=CC=C(C)C=C1)C1=CC=CC=C1)C 4,6-Difluoro-3-methyl-2-phenyl-1-tosyl-1H-indole